3-amino-4-(4,5-diamino-1,2,4-triazole-3-yl)-furazan silver nitrate [N+](=O)([O-])[O-].[Ag+].NC1=NON=C1C1=NN=C(N1N)N